BrC1=CC=C(C(=O)NC(NC2=CC=C(C=C2)OC2=C3N=CN(C3=NC=N2)CC2CC2)=O)C=C1 4-bromo-N-((4-((9-(cyclopropylmethyl)-9H-purin-6-yl)oxy)phenyl)carbamoyl)benzamide